CS(=O)(=O)OCC1=C(C=C(C(=C1)F)C#N)OC 4-cyano-5-fluoro-2-methoxybenzyl methanesulfonate